ClC1=C(C(=O)N2COC3=C(C2)C=CC=C3C3=CC(=C(C(=O)O)C=C3F)N3CCOCC3)C(=CC(=C1)C1CCN(CC1)CCOC)Cl 4-[3-[2,6-Dichloro-4-[1-(2-methoxyethyl)piperidin-4-yl]benzoyl]-2,4-dihydro-1,3-benzoxazin-8-yl]-5-fluoro-2-morpholin-4-ylbenzoic acid